C(C)(C)(C)OC(=O)NC1=C(C=C(C=C1)C1=C(C=CC(=C1)C(F)(F)F)F)C(=O)N1[C@@H](CN(CC1)C(=O)OC(C)(C)C)C(=O)OC 1-(tert-butyl) 3-methyl (S)-4-(4-((tert-butoxycarbonyl)amino)-2'-fluoro-5'-(trifluoromethyl)-[1,1'-biphenyl]-3-carbonyl)piperazine-1,3-dicarboxylate